CN1C(=NC=C1C1=CC=C2C(=CN=C(C2=C1F)N)I)C 7-(1,2-Dimethyl-1H-imidazol-5-yl)-8-fluoro-4-iodo-isoquinolin-1-amine